5-bromo-2-methyl-3-fluoro-pyridine BrC=1C=C(C(=NC1)C)F